1-(7,7-Dimethyl-6-((6-(1-methyl-1H-pyrazol-4-yl)pyrazolo[1,5-a]pyrazin-4-yl)oxy)-2-azabicyclo[3.2.0]heptan-2-yl)prop-2-en-1-one CC1(C(C2CCN(C12)C(C=C)=O)OC=1C=2N(C=C(N1)C=1C=NN(C1)C)N=CC2)C